C(C)(C)(C)OC(=O)N1CC(C1)(O)C(NC(CCC=O)C1=CC(=CC(=C1)F)F)=O.[N+](=O)([O-])C=1C=C(C=CC1NCC1CCOCC1)S(=O)(=O)NC(C1=CC=CC=C1)=O N-(3-nitro-4-[[(oxan-4-yl)methyl]amino]benzenesulfonyl)benzamide tert-Butyl-3-((1-(3,5-difluorophenyl)-4-oxobutyl)carbamoyl)-3-hydroxyazetidine-1-carboxylate